ClC=1C(=C(C=CC1)C1=C(C=C(C=C1C(C)C)C(C)C)C(C)C)P(C1CCCCC1)C1CCCCC1 chloro(2-dicyclohexylphosphino-2',4',6'-Tri-isopropyl-1,1'-Biphenyl)